2-chloro-4-((1S)-1-cyclopropoxy-1-phenyl-2-((tetrahydro-2H-pyran-2-yl)oxy)ethyl)quinazoline ClC1=NC2=CC=CC=C2C(=N1)[C@](COC1OCCCC1)(C1=CC=CC=C1)OC1CC1